tert-butyl (S)-(3-(2-(1-(4-fluorophenyl)-3,4-dihydroisoquinolin-2(1H)-yl)-2-oxoethyl)bicyclo[1.1.1]pentan-1-yl)carbamate FC1=CC=C(C=C1)[C@@H]1N(CCC2=CC=CC=C12)C(CC12CC(C1)(C2)NC(OC(C)(C)C)=O)=O